C(C)(C)(C)OC(=O)NCC1=CC=C(C=C1)CC(=O)O N-tert-Butoxycarbonyl-(4-aminomethylphenyl)acetic acid